ClC1=CC=NC2=CC(=CC=C12)OC(C(=O)OCC)(C)C ethyl 2-[(4-chloroquinolin-7-yl) oxy]-2-methylpropionate